dodecenyltrimethylammonium chloride [Cl-].C(=CCCCCCCCCCC)[N+](C)(C)C